6-(2-iodobenzylamino)-9-β-D-arabinofuranosylpurine IC1=C(CNC2=C3N=CN(C3=NC=N2)[C@H]2[C@@H](O)[C@H](O)[C@H](O2)CO)C=CC=C1